C(=O)(CCCCCCCCC)OCC(OC(=O)CCCCCCCCC)CO glycerol dicaprate